C1(=CC=C(C=C1)C=O)C1=CC=C(C=C1)C=O biphenyl-4,4'-dialdehyde